ClC=1C=C(OCC(=O)O)C=C(C1CC1=CC(=C(C=C1)O)C1=CC(=NC=C1)F)Cl 2-[3,5-dichloro-4-[[3-(2-fluoro-4-pyridyl)-4-hydroxy-phenyl]methyl]phenoxy]acetic acid